(E)-4-(4-chlorophenyl)-3-phenyl-N-((4-(trifluoromethyl)phenyl)sulfonyl)-4,5-dihydro-1H-pyrazole-1-carboximidoyl chloride ClC1=CC=C(C=C1)C1C(=NN(C1)\C(=N/S(=O)(=O)C1=CC=C(C=C1)C(F)(F)F)\Cl)C1=CC=CC=C1